O=C1CC(CC1)N1N=CC(=C1)C(=O)N 1-(3-oxocyclopentyl)pyrazole-4-carboxamide